C(C1=CC=CC=C1)ON1N=C(C(=C1)C1CCN(CC1)C(=O)OCC)CC1=CC2=CC=CC=C2C=C1 Ethyl 4-(1-(benzyloxy)-3-(naphthalen-2-ylmethyl)-1H-pyrazol-4-yl)piperidine-1-carboxylate